CC1(COC1)C(=O)NCC1=CC=C(C=C1)NC(OCC1=CC=C(C=C1)Cl)=O 4-chlorobenzyl (4-((3-methyloxetane-3-carboxamido)meth-yl)phenyl)carbamate